C1(CC1)[C@H]1CN(CCN1)C(=O)C1=NN2C(N=CC=C2C2=CC(=C(C=C2)OC)OC)=C1 (S)-(3-cyclopropylpiperazin-1-yl)(7-(3,4-dimethoxyphenyl)pyrazolo[1,5-a]pyrimidin-2-yl)methanone